CC[PH+](CC)CC.CC(=O)OC[C@@H]1[C@H]([C@@H]([C@H]([C@@H](O1)[S-])OC(=O)C)OC(=O)C)OC(=O)C.[Au] The molecule is an S-glycosyl compound consisting of 2,3,4,6-tetra-O-acetyl-1-thio-beta-D-glucopyranose with the sufur atom coordinated to (triethylphosphoranylidene)gold. It is administered orally for the treatment of active progressive rheumatoid arthritis. It has a role as an antirheumatic drug, an EC 1.8.1.9 (thioredoxin reductase) inhibitor and an immunosuppressive agent. It is a gold coordination entity and a S-glycosyl compound.